3,5-bis(1,1-dimethylethyl)-4-hydroxy-benzenepropanoic acid, octadecyl ester CC(C)(C)C=1C=C(C=C(C1O)C(C)(C)C)CCC(=O)OCCCCCCCCCCCCCCCCCC